COC1=C2CCNC2=CC=C1 4-methoxy-2,3-dihydro-1H-indole